FC1=CC=C(CN2N=CC(NC2=O)=O)C=C1 2-4-fluorobenzyl-1,2,4-triazine-3,5(2H,4H)-dione